2-[5-fluoro-2-(methoxymethoxy)phenyl]-acetic acid ethyl ester C(C)OC(CC1=C(C=CC(=C1)F)OCOC)=O